2-(3-oxobutoxy)ethanesulfonic acid 2-propynyl ester C(C#C)OS(=O)(=O)CCOCCC(C)=O